C(N)(=O)C1=[N+](C=CC(=C1)NC(=O)C1=C(C(=NN1CC1(CC(C1)(F)F)C)C(C)(F)F)C)[O-] 2-carbamoyl-4-(1-((3,3-difluoro-1-methylcyclobutyl)methyl)-3-(1,1-difluoroethyl)-4-methyl-1H-pyrazole-5-carboxamido)pyridine 1-oxide